2-(3-(5-Amino-6-(1-methyl-1H-pyrazol-4-yl)pyrazin-2-yl)-4-methylphenyl)-3,3,3-trifluoropropane-1,2-diol, trifluoroacetate salt FC(C(=O)O)(F)F.NC=1N=CC(=NC1C=1C=NN(C1)C)C=1C=C(C=CC1C)C(CO)(C(F)(F)F)O